4-(undec-10-en-1-yloxy)phenol C(CCCCCCCCC=C)OC1=CC=C(C=C1)O